6-(3,6-diazabicyclo[3.1.1]heptan-6-yl)-N-(3-methyl-4-((1-methyl-1H-benzo[d][1,2,3]triazol-5-yl)oxy)phenyl)pyrido[3,2-d]pyrimidin-4-amine C12CNCC(N1C=1C=CC=3N=CN=C(C3N1)NC1=CC(=C(C=C1)OC1=CC3=C(N(N=N3)C)C=C1)C)C2